methyl 5-bromo-2-[(2S)-2-(trifluoromethylsulfonylamino)propoxy]pyridine-4-carboxylate BrC=1C(=CC(=NC1)OC[C@H](C)NS(=O)(=O)C(F)(F)F)C(=O)OC